COC([C@H](C([C@H](C=O)CO)(O)O)O)O 5-methoxy-2-(hydroxymethyl)-3-hydroxy-2-deoxy-D-ribose